N-((S)-1-((3R,5'S)-5-chloro-5'-cyano-2-oxospiro[indoline-3,3'-pyrrolidine]-1'-yl)-3-cyclopropyl-1-oxoprop-2-yl)-4-fluoro-3-methylbenzo[b]Thiophene-2-carboxamide ClC=1C=C2C(=CC1)NC([C@@]21CN([C@@H](C1)C#N)C([C@H](CC1CC1)NC(=O)C1=C(C2=C(S1)C=CC=C2F)C)=O)=O